5-(4-chloro-2-fluoro-phenyl)-2,3-dimethyl-7-((2S)-2-((3S)-tetra-hydro-3-furanyl)-4-morpholinyl)pyrido-[4,3-d]pyrimidin-4(3H)-one ClC1=CC(=C(C=C1)C1=NC(=CC=2N=C(N(C(C21)=O)C)C)N2C[C@@H](OCC2)[C@@H]2COCC2)F